O=C1NC(CCC1C1=C(C=C(C=C1F)N1CC(C1)N(C([O-])=O)C=1C=NC(=NC1)C1=CC=CC=C1)F)=O 1-(4-(2,6-dioxopiperidin-3-yl)-3,5-difluorophenyl)azetidin-3-yl(2-phenylpyrimidin-5-yl)carbamate